2-cyclopropyl-N-(4-(3-phenylisooxazolidin-2-yl)-5-(trifluoromethyl)pyrimidin-2-yl)-1,2,3,4-tetrahydroisoquinolin-6-amine C1(CC1)N1CC2=CC=C(C=C2CC1)NC1=NC=C(C(=N1)N1OCCC1C1=CC=CC=C1)C(F)(F)F